o-methoxyphenylphosphine COC1=C(C=CC=C1)P